methyl 2-((tert-butoxycarbonyl)amino)-5-formylthiazole-4-carboxylate C(C)(C)(C)OC(=O)NC=1SC(=C(N1)C(=O)OC)C=O